C(=O)(O)C1=C(C(=C(O)C=C1O)C(=O)O)O dicarboxyl-phloroglucinol